(2S,4R)-N-((R)-1-(4-carbamimidoylthiophen-2-yl)ethyl)-4-(methylsulfonyl)pyrrolidine-2-carboxamide hydrochloride Cl.C(N)(=N)C=1C=C(SC1)[C@@H](C)NC(=O)[C@H]1NC[C@@H](C1)S(=O)(=O)C